CC1CCC2C(CC2C(CCC1)=C)(C)C 4,11,11-trimethyl-8-methylene-bicyclo[7.2.0]undecane